CC1OC2CCCCC2C2CCC(OCC3C4(CCN3CC1)NCCOC4)CC2 9'-methyl-8',18'-dioxa-12'-azaspiro[morpholine-3,15'-tetracyclo[17.2.2.02,7.012,16]tricosane]